O=C(SC)CCCCCCC 2-thia-3-oxo-decane